3,5-bis(trifluoromethyl)benzyl 6-((1H-benzo[d][1,2,3]triazole-5-carboxamido)methyl)-2-azaspiro[3.3]heptane-2-carboxylate N1N=NC2=C1C=CC(=C2)C(=O)NCC2CC1(CN(C1)C(=O)OCC1=CC(=CC(=C1)C(F)(F)F)C(F)(F)F)C2